1,6-di(3-aminophenoxy)hexane NC=1C=C(OCCCCCCOC2=CC(=CC=C2)N)C=CC1